(E)-3-(2-(4-benzoyl-5-methyl-1H-1,2,3-triazol-1-yl)phenyl)-1-(p-tolyl)prop-2-en-1-one C(C1=CC=CC=C1)(=O)C=1N=NN(C1C)C1=C(C=CC=C1)/C=C/C(=O)C1=CC=C(C=C1)C